C1(CC1)NCCN1N=C2N(C(N(CC2=C1)C1CCN(CC1)C1=C(C=CC=C1C)F)=O)CC1=C(C=CC=C1)C(F)(F)F 2-(2-Cyclopropylamino-ethyl)-5-[1-(2-fluoro-6-methyl-phenyl)-piperidin-4-yl]-7-(2-trifluoromethyl-benzyl)-2,4,5,7-tetrahydro-pyrazolo[3,4-d]pyrimidin-6-on